1-(3,5-difluoro-2-pyridyl)ethanone FC=1C(=NC=C(C1)F)C(C)=O